tris(tetrahydroxyphenyl)ethane tert-Butyl-3-(3-chloro-2-{[4-(5-cyclopropyl-1,2,4-oxadiazol-3-yl)-4-methylpiperidine-1-carbonyl]amino}phenoxy)azetidine-1-carboxylate C(C)(C)(C)OC(=O)N1CC(C1)OC1=C(C(=CC=C1)Cl)NC(=O)N1CCC(CC1)(C)C1=NOC(=N1)C1CC1.OC=1C(=C(C(=C(C1)C(C)(C1=C(C(=C(C(=C1)O)O)O)O)C1=C(C(=C(C(=C1)O)O)O)O)O)O)O